C1(CCC1)NC(=O)C1=CN=C2N1C=C(C=C2N2CCN(CC2)C(N(C)C)=O)S(NC2(CC2)C)(=O)=O N-cyclobutyl-8-(4-(dimethylcarbamoyl)piperazin-1-yl)-6-(N-(1-methylcyclopropyl)sulfamoyl)imidazo[1,2-a]pyridine-3-carboxamide